(2S,4R)-2-((2H-1,2,3-triazol-2-yl)methyl)-4-(5-(2-cyclopropyl-5-(trifluoromethoxy)phenyl)-1,3,4-oxadiazole-2-carboxamido)pyrrolidine-1-carboxylic acid tert-butyl ester C(C)(C)(C)OC(=O)N1[C@@H](C[C@H](C1)NC(=O)C=1OC(=NN1)C1=C(C=CC(=C1)OC(F)(F)F)C1CC1)CN1N=CC=N1